(R)-4-[(6-amino-3-methyl-2-oxo-benzimidazol-1-yl)methyl]oxazolidin-2-one NC=1C=CC2=C(N(C(N2C)=O)C[C@H]2NC(OC2)=O)C1